N1=CC=CC2=CC(=CC=C12)C=1[CH-]C=CC1.[CH-]1C=CC=C1.[Fe+2] 2-[6-quinolinyl]ferrocene